C1(CCC(CCCCC)O1)=O 4-Nonanolid